dimethyl-aminobutyl-acrylamide CC(=C(C(=O)N)CCCCN)C